C(C=C)(=O)N1[C@H](CN(CC1)C1=NC=NC2=CC(=C3C(=C12)OCCC3)C3=C1C=NNC1=CC(=C3)C(F)(F)F)CC#N (S)-2-(1-acryloyl-4-(5-(6-(trifluoromethyl)-1H-indazol-4-yl)-3,4-dihydro-2H-pyrano[2,3-f]quinazolin-10-yl)piperazin-2-yl)acetonitrile